3,5-bis(3-bromobenzylidene)-4-piperidone BrC=1C=C(C=C2CNCC(C2=O)=CC2=CC(=CC=C2)Br)C=CC1